N-[4-(7-chloro-2,4-dioxo-2,3,4,5-tetrahydro-1H-benzo[b][1,4]diazepin-1-yl)phenyl]benzenesulfonamide ClC1=CC2=C(N(C(CC(N2)=O)=O)C2=CC=C(C=C2)NS(=O)(=O)C2=CC=CC=C2)C=C1